((2-chloro-4-((5-cyclopropyl-3-(2,6-dichlorophenyl) isoxazol-4-yl) methoxy) phenyl) ethynyl)-5-ethylbenzoate ClC1=C(C=CC(=C1)OCC=1C(=NOC1C1CC1)C1=C(C=CC=C1Cl)Cl)C#COC(C1=CC=CC(=C1)CC)=O